FC=1C=C(C=CC1)C1OP(OCC1)(OC1=C(C(=CC(=C1)CCCCC)O)C1=CC(=CC=C1)C)=O 4-(3-fluorophenyl)-2-((6-hydroxy-3'-methyl-4-pentyl-[1,1'-biphenyl]-2-yl)oxy)-1,3,2-dioxaphosphinane 2-oxide